methylenbicyclopentan C=C1C(CCC1)C1CCCC1